[Si](OC)(OCC)([O-])[O-] Methyl ethyl orthosilicate